4-(4-amino-2-fluoro-5-methoxyphenyl)-7-(1H-pyrazol-4-yl)isoxazolo[5,4-c]pyridin-3-amine NC1=CC(=C(C=C1OC)C1=C2C(=C(N=C1)C=1C=NNC1)ON=C2N)F